N-(5-(2,2-dimethyl-2,3-dihydro-[1,4]dioxino[2,3-b]pyridin-6-yl)-4-((4-(1-hydroxyethyl)-6'-(methylsulfonyl)-[3,4'-bipyridin]-2'-yl)amino)pyridin-2-yl)acetamide CC1(OC=2C(=NC(=CC2)C=2C(=CC(=NC2)NC(C)=O)NC2=NC(=CC(=C2)C=2C=NC=CC2C(C)O)S(=O)(=O)C)OC1)C